COC(=O)C=1C(=NC=2CCC(CC2C1)C)O 2-Hydroxy-6-methyl-5,6,7,8-tetrahydroquinoline-3-carboxylic acid methyl ester